tert-butyl (S)-2-((4-(methylsulfonyl)phenoxy)methyl)piperazine-1-carboxylate CS(=O)(=O)C1=CC=C(OC[C@H]2N(CCNC2)C(=O)OC(C)(C)C)C=C1